3,5-bis(3,4,5-trimethoxybenzylidene)-N-(4-fluorobenzenesulfonyl)-4-piperidone COC=1C=C(C=C2CN(CC(C2=O)=CC2=CC(=C(C(=C2)OC)OC)OC)S(=O)(=O)C2=CC=C(C=C2)F)C=C(C1OC)OC